CN(CCN1N=CC=2C1=NC(=NC2NC(=O)C=2SC(=CC2)[N+](=O)[O-])C2=CC=C(C=C2)OC(F)(F)F)C N-(1-(2-(dimethylamino)ethyl)-6-(4-(trifluoromethoxy)phenyl)-1H-pyrazolo[3,4-d]pyrimidin-4-yl)-5-nitrothiophene-2-carboxamide